6-bromofuro[3,2-c]pyridine BrC1=CC2=C(C=N1)C=CO2